ClC=1C(=NN(C1C)C=1C=C(C(=O)N(C)C=2C=C3CCCC3=CC2)C=CC1)C 3-(4-chloro-3,5-dimethyl-pyrazol-1-yl)-N-indan-5-yl-N-methyl-benzamide